ClC1=CC=C(C=C1)N(C(=O)C=1C=C(C=2N(C1)C(=CN2)C2=CC=C(C=C2)NC(OC)=O)C#N)C methyl N-[4-[6-[(4-chlorophenyl)-methyl-carbamoyl]-8-cyano-imidazo[1,2-a]pyridin-3-yl]phenyl]carbamate